8-Bromo-N-[(4S)-3,4-dihydro-2H-benzopyran-4-yl]-4-(tetrahydro-2H-pyran-4-yl)quinoline-3-carboxamide BrC=1C=CC=C2C(=C(C=NC12)C(=O)N[C@H]1CCOC2=C1C=CC=C2)C2CCOCC2